tert-butyl 4-(2-methyl-6-(morpholine-4-carbonyl)quinolin-4-yl)benzoate CC1=NC2=CC=C(C=C2C(=C1)C1=CC=C(C(=O)OC(C)(C)C)C=C1)C(=O)N1CCOCC1